5-nitro-1-p-toluenesulfonyl-1H-pyrrole [N+](=O)([O-])C1=CC=CN1S(=O)(=O)C1=CC=C(C)C=C1